N-(3,5-difluorophenyl)methyl-4-(1,6-diaza-6-spiro[3.4]octyl)-5-(3,5-difluorophenyl)nicotinamide FC=1C=C(C=C(C1)F)CNC(C1=CN=CC(=C1N1CC2(CCN2)CC1)C1=CC(=CC(=C1)F)F)=O